3,3-difluoro-5'-methyl-spiro[cyclobutane-1,3'-pyrrolo[3,2-b]pyridine]-2'(1'H)-one FC1(CC2(C(NC=3C2=NC(=CC3)C)=O)C1)F